1-(2-chloro-4-methylphenyl)-2-(methylsulfonyl)diazene ClC1=C(C=CC(=C1)C)N=NS(=O)(=O)C